NC=1NC(C=2N=CN(C2N1)[C@H]1C[C@@H]2O[P@@](OC[C@H]2O1)(O[C@H]1CSSC[C@@H]1OCC#C)=O)=S 2-amino-9-((2R,4aR,6R,7aS)-2-oxido-2-(((4R,5R)-5-(prop-2-yn-1-yloxy)-1,2-dithian-4-yl)oxy)tetrahydro-4H-furo[3,2-d][1,3,2]dioxaphosphinin-6-yl)-1,9-dihydro-6H-purine-6-thione